1-(4-Methylpyridin-2-yl)-1,4-diazepane CC1=CC(=NC=C1)N1CCNCCC1